C(CCCCCCC)[N+](CCCCCCCC)(CCCCCCCC)CCCCCCCC.C(CCCCCCC)S(=O)(=O)[O-] octylsulfonate, tetraoctylammonium salt